(1S,3aR,6aS)-N-[(2S)-1-(1,3-benzoxazol-2-yl)-1-hydroxy-3-[(3S)-2-oxopyrrolidin-3-yl]propan-2-yl]-2-(4-methoxy-1H-indole-2-carbonyl)-hexahydro-1H-cyclopenta[c]pyrrole-1-carboxamide O1C(=NC2=C1C=CC=C2)C([C@H](C[C@H]2C(NCC2)=O)NC(=O)[C@H]2N(C[C@H]1[C@@H]2CCC1)C(=O)C=1NC2=CC=CC(=C2C1)OC)O